(5,6-difluoro-1H-indol-3-yl)-5-(3-methoxyphenyl)isoindoline-2-carboxamide FC=1C=C2C(=CNC2=CC1F)C1N(CC2=CC(=CC=C12)C1=CC(=CC=C1)OC)C(=O)N